heptadecan-9-yl 8-((3-(1H-imidazol-1-yl)propyl)(2-hydroxytetradecyl)amino)-octanoate N1(C=NC=C1)CCCN(CCCCCCCC(=O)OC(CCCCCCCC)CCCCCCCC)CC(CCCCCCCCCCCC)O